6-Bromo-2-(1-methylcyclopropyl)-[1,2,4]triazolo[1,5-a]pyrimidine BrC=1C=NC=2N(C1)N=C(N2)C2(CC2)C